C(N)(S)=S.P[Au] Phosphinogold(I) Dithiocarbamate